1-(5-(3-(6-(4-isopropyl-4H-1,2,4-triazol-3-yl)pyridin-2-yl)-2-oxoimidazolidin-1-yl)pyridin-2-yl)azetidine-3-carbonitrile C(C)(C)N1C(=NN=C1)C1=CC=CC(=N1)N1C(N(CC1)C=1C=CC(=NC1)N1CC(C1)C#N)=O